COCCNCC1=CC2=C(C(NC=C2C(F)(F)F)=O)N1COCC[Si](C)(C)C 2-[(2-methoxyethylamino)methyl]-4-(trifluoromethyl)-1-(2-trimethylsilylethoxy-methyl)-6H-pyrrolo[2,3-c]pyridin-7-one